C1(CC1)C(=O)N1CC=2C=C3C(=CC2CC1)OC[C@H](CN3C)N3C(C=1C(CC3)=CN(N1)CC1=C(C=CC=C1)F)=O (S)-8-(cyclopropanecarbonyl)-3-(2-(2-fluorobenzyl)-7-oxo-2,4,5,7-tetrahydro-6H-pyrazolo[3,4-c]pyridin-6-yl)-5-methyl-2,3,7,8,9,10-hexahydro-[1,4]oxazepino[2,3-g]isoquinolin